Methyl 2-(((S)-3-cyclopropyl-2-(2-((S)-1-(2,3-difluorobenzyl)-5-oxopyrrolidin-2-yl)acetamido)propanoyl)thio)acetate C1(CC1)C[C@@H](C(=O)SCC(=O)OC)NC(C[C@H]1N(C(CC1)=O)CC1=C(C(=CC=C1)F)F)=O